N1N=NN=C1[C@@H]1C[C@H](CCC1)N1C(=NC2=C3CC[C@@H](N(C3=CC=C21)C(=O)OC)C)CC2=CC=CC=C2 methyl (S)-3-((1S,3s)-3-(1H-tetrazol-5-yl)cyclohexyl)-2-benzyl-7-methyl-3,7,8,9-tetrahydro-6H-imidazo[4,5-f]quinoline-6-carboxylate